NC1=CC(=CC=C1)NC 1-amino-3-(methylamino)benzene